(S)-4-methyl-2-(4-methylphenyl-sulphonamido)-N-(4-(4-methylpiperidin-1-yl)phenyl)pentanamide tellurium oxygen [O].[Te].CC(C[C@@H](C(=O)NC1=CC=C(C=C1)N1CCC(CC1)C)NS(=O)(=O)C1=CC=C(C=C1)C)C